Tert-butyl-(3-methylpyridin-2-yl)carbamic acid methyl ester COC(N(C1=NC=CC=C1C)C(C)(C)C)=O